N-(4-cyano-2-fluorophenyl)-4-[(4-fluoro-3-methoxyphenyl)methyl]-1H-pyrrole-3-sulfonamide C(#N)C1=CC(=C(C=C1)NS(=O)(=O)C1=CNC=C1CC1=CC(=C(C=C1)F)OC)F